N[C@H](CC1=C(C2=NC(=CC(=C2S1)NCC=1OC=CC1)Cl)Cl)CCF 2-[(2S)-2-amino-4-fluorobutyl]-3,5-dichloro-N-[(furan-2-yl)methyl]thieno[3,2-b]pyridin-7-amine